ethyl (1S,3S,5S)-2-{2-[4-(2-methoxyethoxy)butanamido] acetyl}-5-methyl-2-azabicyclo[3.1.0]hexane-3-carboxylate COCCOCCCC(=O)NCC(=O)N1[C@H]2C[C@]2(C[C@H]1C(=O)OCC)C